4-(2-(bis(2-methoxyethyl)amino)-6-((2-hydroxyethyl)(2-methoxyethyl)amino)-8-(4-methoxypiperidin-1-yl)pyrimido[5,4-d]pyrimidin-4-yl)-1-methylpiperazin-2-one COCCN(C=1N=C(C2=C(N1)C(=NC(=N2)N(CCOC)CCO)N2CCC(CC2)OC)N2CC(N(CC2)C)=O)CCOC